N[C@H](CC1=C(C=2N=NC=C(C2S1)NCC=1SC=CC1)C)CS(=O)(=O)C 6-[(2R)-2-amino-3-methanesulfonylpropyl]-7-methyl-N-[(thiophen-2-yl)methyl]thieno[3,2-c]pyridazin-4-amine